ClC(CN1C(NCC1)=O)(F)F (2-chloro-2,2-difluoro-ethyl)imidazolidin-2-one